ClC1=CC(=CC=2N=C(OC21)C=2C(=C(C=CC2)C2=C(C(=CC=C2)C=2SC=1CN(CCC1N2)C(C)C)C)C)CN2C[C@@H](CC2)C(=O)O (R)-1-((7-chloro-2-(3'-(5-isopropyl-4,5,6,7-tetrahydrothiazolo[5,4-c]pyridin-2-yl)-2,2'-dimethyl-[1,1'-biphenyl]-3-yl)benzo[d]oxazol-5-yl)methyl)pyrrolidine-3-carboxylic acid